COC1=CC=C(C=C1)C(C#N)CC1=CC=CC=C1 2-(4-methoxyphenyl)-3-phenylpropionitrile